4-bromo-2-fluoro-5-(methoxymethoxy)-N,N-dimethylbenzamide BrC1=CC(=C(C(=O)N(C)C)C=C1OCOC)F